O=C1C(C(N([N+]#N)Br)=CC=C1)[N+](=O)[O-] keto-o-nitro-bromoanilinediazonium